(4-(1H-pyrazol-1-yl)piperidin-1-yl)(6-(imidazo[1,2-a]-pyridin-2-ylmethoxy)-4-(piperidine-1-carbonyl)quinolin-2-yl)methanone N1(N=CC=C1)C1CCN(CC1)C(=O)C1=NC2=CC=C(C=C2C(=C1)C(=O)N1CCCCC1)OCC=1N=C2N(C=CC=C2)C1